[N+](=O)([O-])C=1C=CC(=NC1NC1=CC=NC=C1)N1CCN(C2(CC2)C1)C(=O)OC(C)(C)C tert-butyl 7-{5-nitro-6-[(pyridin-4-yl)amino]pyridin-2-yl}-4,7-diazaspiro[2.5]octane-4-carboxylate